CN/C(=C/C(=O)OCC)/C ethyl (E)-3-(methylamino)but-2-enoate